CC=1N=C(SC1C)NC(=O)C1=C(C=CC=C1)NC(C(=O)O)CC=O ((2-((4,5-dimethylthiazol-2-yl)carbamoyl)phenyl)amino)-4-oxobutanoic acid